ClC1=CC=C(C=C1)C1=C(C(=NC(=C1)C1=CC=C(C=C1)Cl)N)C#N 4-(4-chlorophenyl)-6-(4-chlorophenyl)-2-amino-3-cyanopyridine